C(CC)N[O-].[GeH]1(C=CC=C1)C(=O)N germoleamide propyl-aminoxide